C(C)OC(=O)C1=CC=CC=2C=COC21 benzofuran-7-carboxylic acid ethyl ester